3-[2-fluoro-3-[[methyl(3-pyridyl)sulfamoyl]amino]benzoyl]-5-(2-methoxypyrimidin-5-yl)-1H-pyrrolo[2,3-b]pyridine FC1=C(C(=O)C2=CNC3=NC=C(C=C32)C=3C=NC(=NC3)OC)C=CC=C1NS(N(C=1C=NC=CC1)C)(=O)=O